[Si](C)(C)(C(C)(C)C)OCC=1OC=C(N1)CCl (((tert-butyldimethylsilyl)oxy)methyl)-4-(chloromethyl)oxazole